ClC1=CC(=C(C=C1)N1C=NC=C1)[N+](=O)[O-] 1-(4-chloro-2-nitrophenyl)-1H-imidazole